3-((tert-butoxycarbonyl)amino)tetrahydro-2H-thiopyran-3-carboxylic acid C(C)(C)(C)OC(=O)NC1(CSCCC1)C(=O)O